NC1=C2C(=NC=N1)N(N=C2C=2NC1=CC(=CC=C1C2Cl)C(=O)NC2CCCCC2)C(C)(C)C 2-{4-amino-1-tert-butyl-1H-pyrazolo[3,4-d]pyrimidin-3-yl}-3-chloro-N-cyclohexyl-1H-indole-6-carboxamide